5-amino-2-pyridineacetic acid methyl ester COC(CC1=NC=C(C=C1)N)=O